2-(cyclopropylmethoxy)-N-(2'-(4,4-difluorocyclohexyl)-[2,4'-bipyridin]-3'-yl)pyrimidine-5-carboxamide C1(CC1)COC1=NC=C(C=N1)C(=O)NC=1C(=NC=CC1C1=NC=CC=C1)C1CCC(CC1)(F)F